(2-amino-3-(3-((6-((1-methyl-1H-pyrazol-4-yl)methoxy)pyridin-3-yl)methyl)isoxazol-5-yl)pyridin-1-ium-1-yl)methyl hydrogen phosphate P(=O)(OC[N+]1=C(C(=CC=C1)C1=CC(=NO1)CC=1C=NC(=CC1)OCC=1C=NN(C1)C)N)(O)[O-]